Br.ClC1=CC=C(C=C1)C(CN1C(OC=C1)=N)=O 1-(4-chlorophenyl)-2-(2-iminooxazol-3-yl)-ethanone hydrobromide salt